bis(((1S,2S,4S)-2-(methoxymethyl)-3-oxoquinuclidin-2-yl)methyl) ((1S,4S)-cyclohexane-1,4-diyl)dicarbamate C1(CCC(CC1)NC(OC[C@@]1(N2CCC(C1=O)CC2)COC)=O)NC(OC[C@@]2(N1CCC(C2=O)CC1)COC)=O